[Al].[Co] cobalt-aluminum salt